2,4,6-trifluoro-3,5-dichlorobenzylamine FC1=C(CN)C(=C(C(=C1Cl)F)Cl)F